[Ba+2].C([O-])([O-])=O carbonate barium salt